OC1=CC=C(C=C1)C=1OCCN1 2-(4-Hydroxyphenyl)-2-oxazoline